6-fluoro-N-[6-[2-[6-(2-methylsulfanylethylamino)hexyl]phenyl]-5-[3-(3,3,3-trifluoro-2,2-dimethyl-propoxy)pyrazol-1-yl]-2-pyridyl]pyridine-2-sulfonamide FC1=CC=CC(=N1)S(=O)(=O)NC1=NC(=C(C=C1)N1N=C(C=C1)OCC(C(F)(F)F)(C)C)C1=C(C=CC=C1)CCCCCCNCCSC